5-hydroxynonanoic acid menthyl ester C1(CC(C(CC1)C(C)C)OC(CCCC(CCCC)O)=O)C